FC(CN1N=CC=2C1=NC(=CN2)N2CC1(C2)CCN(CC1)C1=CC=CC=C1)F 2-[1-(2,2-difluoroethyl)-1H-pyrazolo[3,4-b]pyrazin-6-yl]-7-phenyl-2,7-diazaspiro[3.5]nonane